C(C)(C)(C)OC(N[C@@H]1CC[C@H](CC1)OC=1C=CC2=C(CC(C=3C(=NC=NC23)N)(C)C)C1NS(=O)(=O)CCOC)=O N-[trans-4-[[4-amino-7-(2-methoxyethylsulfonylamino)-5,5-dimethyl-6H-benzo[H]quinazolin-8-yl]oxy]cyclohexyl]carbamic acid tert-butyl ester